FC1=C(C(=C(C=C1)C1[C@H](OC(C1)(C(F)(F)F)C)C(=O)NC1=CC(=NC=C1)C(=O)N)OC)C (S)-4-[[3-(4-fluoro-2-methoxy-3-methyl-phenyl)-5-methyl-5-(trifluoromethyl)tetrahydrofuran-2-carbonyl]amino]pyridine-2-carboxamide